[Na].CC(C(=C=S)C)C=C=S dimethyl-dithiocarbonyl-propane sodium